ClC(C1=NC(=NO1)C1=CC=2N(C=C1)C=C(N2)CC(=O)N=S(=O)(CC2=CC=C(C=C2)C)C)(F)F 2-(7-(5-(chlorodifluoromethyl)-1,2,4-oxadiazol-3-yl)imidazo[1,2-a]pyridin-2-yl)-N-(methyl(4-methyl-benzyl)(oxo)-λ6-sulfaneylidene)acetamide